Methyl 5-(((6S,9S)-6,9-diisopropyl-2,2-dimethyl-4,7,10-trioxo-3-oxa-5,8,11-triazatridecan-13-yl) carbamoyl)-2-(2-(4-fluorophenyl) butyrylamino)-4-methylthiophene-3-carboxylate C(C)(C)[C@H](NC(OC(C)(C)C)=O)C(N[C@H](C(NCCNC(=O)C1=C(C(=C(S1)NC(C(CC)C1=CC=C(C=C1)F)=O)C(=O)OC)C)=O)C(C)C)=O